NC1=NC=NN2C1=C(C=C2C=2C=C(C(=NC2)OC)C(=O)NC2CN(C(C2)=O)CC2=CC=CC=C2)C(F)(F)F 5-[4-amino-5-(trifluoromethyl)pyrrolo[2,1-f][1,2,4]triazin-7-yl]-N-(1-benzyl-5-oxopyrrolidin-3-yl)-2-methoxypyridine-3-carboxamide